2-(1-isopropyl-1H-benzo[d][1,2,3]triazol-5-yl)-5-(2-(trifluoro-methyl)phenyl)thiazole C(C)(C)N1N=NC2=C1C=CC(=C2)C=2SC(=CN2)C2=C(C=CC=C2)C(F)(F)F